C(C)(C)N1N=CC2=CC=C(C=C12)C=1C2=C(NN1)C1=C(C2)SC(=C1)C1=CC=C(CN2CCOCC2)C=C1 4-(4-(3-(1-isopropyl-1H-indazol-6-yl)-1,4-dihydro-thieno[2',3':4,5]cyclopenta[1,2-c]pyrazol-6-yl)benzyl)morpholine